N-(cis-3-ethoxycyclobutyl)-5-(3-(2-fluoroethyl)-2-methyl-3H-imidazo[4,5-b]pyridin-5-yl)pyrrolo[2,1-f][1,2,4]triazin-2-amine C(C)O[C@H]1C[C@H](C1)NC1=NN2C(C=N1)=C(C=C2)C2=CC=C1C(=N2)N(C(=N1)C)CCF